C1=CC=C2C(=C1)C=C3C(=N2)N=NC3=O pyrazolo[3,4-b]quinolinone